C[Si](OC(C)(C)C)(C(C)C)C di(methyl)isopropyl-(tert-butoxy)silane